[4-(6-acetylamino-pyrimidin-4-yloxy)-phenyl]-aminotert-butyl formate C(=O)OC(C(N)C1=CC=C(C=C1)OC1=NC=NC(=C1)NC(C)=O)(C)C